4-chloro-3,5-difluoro-N-((5-methyl-1H-benzotriazol-4-yl)methyl)benzamide ClC1=C(C=C(C(=O)NCC2=C(C=CC=3NN=NC32)C)C=C1F)F